O=C1NC(CCC1C1=C(C=C(CN(C)CC2=CC=C(C(=O)NC3=CC(=C(C=C3)C)NC3=NC=CC(=N3)C=3C=NC=CC3)C=C2)C=C1)F)=O 4-(((4-(2,6-dioxopiperidin-3-yl)-3-fluorobenzyl)(methyl)amino)methyl)-N-(4-methyl-3-((4-(pyridin-3-yl)pyrimidin-2-yl)amino)phenyl)benzamide